alpha-fluorocinnamic acid FC(C(=O)O)=CC1=CC=CC=C1